C(C)OC1=C(C=CC(=C1)C)O 2-ETHOXY-4-METHYLPHENOL